1-(3-(1,3-dithiolan-2-yl)-5-fluoro-4-(4-methoxyphenylmethyloxy)phenyl)-3-phenylurea S1C(SCC1)C=1C=C(C=C(C1OCC1=CC=C(C=C1)OC)F)NC(=O)NC1=CC=CC=C1